BrC1=CC=C(C=C1)C1=N[C@H](C=2N(C3=C1C(=C(S3)C)C)C(=NN2)C)C (6S)-4-(4-bromophenyl)-2,3,6,9-tetramethyl-6H-thieno[3,2-f][1,2,4]triazolo[4,3-a][1,4]diazepine